barium ethoxyoxide C(C)OOOCC.[Ba]